5-amino-N-(2-{9-amino-1,4-dioxa-7-azaspiro[4.4]nonan-7-yl}-4-fluoro-5,6,7,8-tetrahydroquinolin-6-yl)-2,4-dimethylthieno[2,3-d]pyrimidine-6-carboxamide NC1=C(SC=2N=C(N=C(C21)C)C)C(=O)NC2CC=1C(=CC(=NC1CC2)N2CC1(OCCO1)C(C2)N)F